1-[[[4-(4-Fluoro-2-methyl-1H-indol-5-yl)oxy-6-methoxyquinoline-7-yl]oxy]methyl]cyclopropanamine FC1=C2C=C(NC2=CC=C1OC1=CC=NC2=CC(=C(C=C12)OC)OCC1(CC1)N)C